Cl.ClC=1N=C(C2=C(N1)CNC2)OC 2-Chloro-4-methoxy-6,7-dihydro-5H-pyrrolo[3,4-d]pyrimidine hydrochloride